4-(4-(naphthalen-2-ylsulfonyl)-3,4-dihydro-2H-pyrido[4,3-b][1,4]thiazin-8-yl)benzonitrile C1=C(C=CC2=CC=CC=C12)S(=O)(=O)N1C2=C(SCC1)C(=CN=C2)C2=CC=C(C#N)C=C2